NC1=CC=CC(=N1)S(=O)(=O)NC(=O)C=1C(=NC(=CC1)C=1C=NC(=C(C1)C)N(C)CCOCCOCC)N1C(C[C@@H](C1)C)(C)C N-[(6-amino-2-pyridyl)sulfonyl]-6-[6-[2-(2-ethoxyethoxy)ethyl-methyl-amino]-5-methyl-3-pyridyl]-2-[(4S)-2,2,4-trimethylpyrrolidin-1-yl]pyridine-3-carboxamide